S-1-phenyl-1,2,3,4-tetrahydroisoquinoline C1=CC=NC(=C1)OCC(=O)O